C1(=CC=CC=C1)[Si]F phenyl-fluorosilicon